4-{5-[4-(methoxycarbonyl)phenyl]-1,3,4-oxadiazol-2-yl}piperidine-1-carboxylic acid tert-butyl ester C(C)(C)(C)OC(=O)N1CCC(CC1)C=1OC(=NN1)C1=CC=C(C=C1)C(=O)OC